C1=NC=CC2=CC=C(C=C12)C1=CC=C2C(CCOC2=C1)NC(O[C@@H]1CN2CCC1CC2)=O (S)-quinuclidin-3-yl (7-(isoquinolin-7-yl)chroman-4-yl)carbamate